O=C1NC(CCC1N1C(C2=CC=CC(=C2C1=O)NCCOCCC(=O)N(C)CCOC1=CC=C(C=C1)\C(=C(\CC)/C1=CC=CC=C1)\C1=CC=CC=C1)=O)=O (Z)-3-(2-((2-(2,6-dioxopiperidin-3-yl)-1,3-dioxoisoindolin-4-yl)amino)ethoxy)-N-(2-(4-(1,2-diphenylbut-1-en-1-yl)phenoxy)ethyl)-N-methylpropanamide